O1CCC(CC1)CN1C(N(CC1)CC1=CC=C(C=C1)B1OC(C(O1)(C)C)(C)C)=O 1-((tetrahydro-2H-pyran-4-yl)methyl)-3-(4-(4,4,5,5-tetramethyl-1,3,2-dioxaborolan-2-yl)benzyl)imidazolidin-2-one